C(C=C)(=O)O.C(C=C)(=O)O.C(C=C)(=O)O.C(C=C)(=O)O.C(O)CCC methylolpropane tetraacrylate